N-[(6-Amino-2-pyridyl)sulfonyl]-5-bromo-6-tert-butyl-2-(2,2,4-trimethylpyrrolidin-1-yl)pyridin-3-carboxamid NC1=CC=CC(=N1)S(=O)(=O)NC(=O)C=1C(=NC(=C(C1)Br)C(C)(C)C)N1C(CC(C1)C)(C)C